N-(4-((4-(3-hydroxy-2,2-dimethylpropoxy)-6-(methylsulfonyl)pyridin-2-yl)amino)-5-(1-methyl-1H-pyrazol-3-yl)pyridin-2-yl)acetamide OCC(COC1=CC(=NC(=C1)S(=O)(=O)C)NC1=CC(=NC=C1C1=NN(C=C1)C)NC(C)=O)(C)C